C(C)OC(CCCOC1=C(C=C(C=C1F)C1=C(N=C(S1)C)COCC1CC1)F)=O 4-[4-(4-Cyclopropylmethoxymethyl-2-methyl-thiazol-5-yl)-2,6-difluoro-phenoxy]-butyric acid ethyl ester